4-methoxymandelic acid 3-methoxyphenylpropanoate COC=1C=C(C=CC1)OC(CC)=O.COC1=CC=C(C(C(=O)O)O)C=C1